C1(CC1)C=1C2=C(C(N(C1)C1=CC(=CC=C1)C1(CCC1)C1=NN=CN1C)=O)NC=C2 4-cyclopropyl-6-[3-[1-(4-methyl-1,2,4-triazol-3-yl)cyclobutyl]phenyl]-1H-pyrrolo[2,3-c]pyridin-7-one